FC(C1=C(C=CC=C1F)C1C2=C(NC(=C1C(=O)OC)CF)COC2=O)F methyl 4-(2-(difluoromethyl)-3-fluorophenyl)-2-(fluoromethyl)-5-oxo-1,4,5,7-tetrahydrofurano[3,4-b]pyridine-3-carboxylate